N-(3-chloro-1H-indol-7-yl)-2-methylthiazole-5-sulfonamide ClC1=CNC2=C(C=CC=C12)NS(=O)(=O)C1=CN=C(S1)C